C1(CC1)C(=O)NC1=CC(=C(N=N1)C(=O)NC([2H])([2H])[2H])NC1=C(C(=CC(=C1)C)C1=NC=C(N=C1)C1(CCC1)O)OC 6-(cyclopropanecarboxamido)-4-((3-(5-(1-hydroxycyclobutyl)pyrazin-2-yl)-2-methoxy-5-methylphenyl)amino)-N-(methyl-d3)pyridazine-3-carboxamide